C(C1=CC=CC=C1)OC[C@H]1OC[C@@H](CC1)OC (2S,5R)-2-((benzyloxy)methyl)-5-methoxytetrahydro-2H-pyran